CC(CC=C)CC 4-methyl-hexene